6-(6-((6-cyclopropylpyridin-3-yl)methyl)-3,6-diazabicyclo[3.1.1]heptan-3-yl)-6-(3-hydroxy-3-methylbutan-1-yn-1-yl)pyrazolo[1,5-a]pyridine-3-carbonitrile C1(CC1)C1=CC=C(C=N1)CN1C2CN(CC1C2)C2(C=CC=1N(C2)N=CC1C#N)C#CC(C)(C)O